NC1=C2C(=NC=N1)N(N=C2C)C(C)C=2C(=C(C(=C(C2)Cl)C)C2CN(C2)C([C@@H](C)O)=O)OC (2R)-1-(3-{3-[1-(4-Amino-3-methyl-1H-pyrazolo[3,4-d]pyrimidin-1-yl)ethyl]-5-chloro-2-methoxy-6-methylphenyl}azetidin-1-yl)-1-oxopropan-2-ol